CC1=C(C=NC(=C1)N1CCN(CC1)C)NC1=NC=C(C(=N1)NCCCNC(=O)C1CCC1)C(F)(F)F N-(3-((2-((4-methyl-6-(4-methylpiperazin-1-yl)pyridin-3-yl)amino)-5-(trifluoromethyl)pyrimidin-4-yl)amino)propyl)cyclobutanecarboxamide